(5-bromo-2-methyl-2,3-dihydro-[1,4]dioxino[2,3-c]pyridin-7-yl)(methyl)(methylimino)-λ6-thiocanone BrC1=NC(=CC2=C1OCC(O2)C)C2(S(CCCCCC2)(=O)=NC)C